3,3-Dimethyl-N-(2-(pyrrolidin-1-yl)-4-((4-(trifluoromethyl)benzyl)amino)phenyl)butanamid CC(CC(=O)NC1=C(C=C(C=C1)NCC1=CC=C(C=C1)C(F)(F)F)N1CCCC1)(C)C